2-methyl-5-[(1R,4R)-5-methyl-2,5-diazabicyclo[2.2.1]heptan-2-yl]benzamide CC1=C(C(=O)N)C=C(C=C1)N1[C@H]2CN([C@@H](C1)C2)C